C1(CC1)N1C=CC2=C1N=CN(C2=O)CC2(CCN(CC2)C(=O)[C@H]2[C@@H](CN(CC2)C(=O)C=2SC(=CC2F)C2=CC=CC=C2)C2=CC=CC=C2)O 7-cyclopropyl-3-{[1-({(3R,4R)-1-[(3-fluoro-5-phenylthiophen-2-yl)carbonyl]-3-phenylpiperidin-4-yl}carbonyl)-4-hydroxypiperidin-4-yl]methyl}-3,7-dihydro-4H-pyrrolo[2,3-d]pyrimidin-4-one